N-(4-(6-amino-5-(3-fluoro-4-((4-methylpyrimidin-2-yl)oxy)phenyl)pyrimidin-4-yl)phenyl)methacryl-amide NC1=C(C(=NC=N1)C1=CC=C(C=C1)NC(C(=C)C)=O)C1=CC(=C(C=C1)OC1=NC=CC(=N1)C)F